C(C=C)OC(C(C)O)S(=O)(=O)[O-] 1-allyloxy-2-hydroxypropanesulfonate